3-(difluoromethyl)-1-(2,2,2-trifluoroethyl)-N-[4-[[2-(trifluoromethyl)imidazo[1,2-a]pyridin-5-yl]amino]cyclohexyl]pyrazole-4-carboxamide FC(C1=NN(C=C1C(=O)NC1CCC(CC1)NC1=CC=CC=2N1C=C(N2)C(F)(F)F)CC(F)(F)F)F